N(=[N+]=[N-])CC[C@H](N)C(=O)O 4-Azido-homoalanine